tert-butyl N-[5-(3-amino-8-chloro-cinnolin-6-yl)-4-methyl-2-pyridyl]carbamate NC=1N=NC2=C(C=C(C=C2C1)C=1C(=CC(=NC1)NC(OC(C)(C)C)=O)C)Cl